2-(tert-butoxycarbonylamino)-3-thiazol-2-yl-propanoic acid C(C)(C)(C)OC(=O)NC(C(=O)O)CC=1SC=CN1